(S)-1-(2-fluoro-5-(2-hydroxyethoxy)benzyl)-3,4-dimethyl-2-oxo-N-(2,4,6-trifluorobenzyl)-1,2,3,4-tetrahydro-quinazoline-7-carboxamide FC1=C(CN2C(N([C@H](C3=CC=C(C=C23)C(=O)NCC2=C(C=C(C=C2F)F)F)C)C)=O)C=C(C=C1)OCCO